benzyl 4-fluoro-2-nitrobenzoate FC1=CC(=C(C(=O)OCC2=CC=CC=C2)C=C1)[N+](=O)[O-]